ClC1=CC=C(C(=N1)NC(=O)[C@H]1N([C@@H]2C[C@@H]2C1)C(=O)OC(C)(C)C)F (1R,3S,5R)-tert-butyl 3-((6-chloro-3-fluoropyridin-2-yl)carbamoyl)-2-azabicyclo[3.1.0]hexane-2-carboxylate